tert-butyl (R)-3-(2-(4-(4-fluorophenyl)piperazin-1-yl)ethyl)-1-oxo-2-oxa-8-azaspiro[4.5]decane-8-carboxylate FC1=CC=C(C=C1)N1CCN(CC1)CC[C@@H]1OC(C2(C1)CCN(CC2)C(=O)OC(C)(C)C)=O